N-methyl-3-(2-pyrimidin-2-ylethynyl)cyclobutanecarboxamide CNC(=O)C1CC(C1)C#CC1=NC=CC=N1